C(C)(=O)C1=CC=C(C=C1)N1N=CC(=C1)C=1C=C(CNC(OC(C)(C)C)=O)C=C(C1)F tert-Butyl 3-(1-(4-acetylphenyl)-1H-pyrazol-4-yl)-5-fluorobenzylcarbamate